N12C[C@H](C(CC1)CC2)OC(N[C@@H]2C(CCC1=CC(=CC=C21)C2=CC(=CC=C2)OCCC)(C)C)=O (S)-quinuclidin-3-yl((R)-2,2-dimethyl-6-(3-propoxyphenyl)-1,2,3,4-tetrahydronaphthalen-1-yl)carbamate